N-hydroxy-cytidine ONC1=NC(N([C@H]2[C@H](O)[C@H](O)[C@@H](CO)O2)C=C1)=O